ClC1=C(C(=CC=C1)F)C=1C(C2=C(N=C(N=C2)NC=2C=C3CCNCC3=CC2)N(C1)C)=O 6-(2-chloro-6-fluorophenyl)-8-methyl-2-(1,2,3,4-tetrahydroisoquinolin-6-ylamino)pyrido[2,3-d]pyrimidin-5(8H)-one